NC1=NC=2C=CC(=CC2C2=C1COC2)C(=S)N2[C@H](COCC2)C2=CC=C(C=C2)C(F)(F)F (S)-(4-amino-1,3-dihydrofuro[3,4-c]quinolin-8-yl)(3-(4-(trifluoromethyl)phenyl)morpholino)methanethione